5-amino-7-(4-fluorophenyl)-8-[2-(hydroxymethyl)-6-methyl-4-pyridyl]-2-[(1-methylimidazol-2-yl)methyl]-[1,2,4]triazolo[4,3-c]pyrimidin-3-one NC1=NC(=C(C=2N1C(N(N2)CC=2N(C=CN2)C)=O)C2=CC(=NC(=C2)C)CO)C2=CC=C(C=C2)F